NC1=C(C2=C(S1)C(C(CC2)(C2=CC=CC=C2)C=2N=NN(C2)CC2=CC=CC=C2)=O)C(=O)N 2-Amino-6-(1-benzyl-1H-1,2,3-triazol-4-yl)-7-oxo-6-phenyl-4,5,6,7-tetrahydrobenzo[b]thiophene-3-carboxamide